(S)-5-(4-(3,3-difluoro-4-((1-(2,2,2-trifluoroethyl)-1H-pyrazolo[4,3-c]pyridin-6-yl)oxy)pyrrolidin-1-yl)-6-(trifluoromethyl)pyridin-2-yl)pyrimidine-2,4(1H,3H)-dione FC1(CN(C[C@@H]1OC1=CC2=C(C=N1)C=NN2CC(F)(F)F)C2=CC(=NC(=C2)C(F)(F)F)C=2C(NC(NC2)=O)=O)F